CN1[C@@H](C[C@H](CC1)N(C=1SC2=C(N=NC(=C2)C2=C(C=C(C=C2)C=2C=NNC2)O)N1)C)C 2-(6-{[(2R,4S)-1,2-Dimethylpiperidin-4-yl](methyl)amino}[1,3]thiazolo[4,5-c]pyridazin-3-yl)-5-(1H-pyrazol-4-yl)phenol